FC(F)(F)C(CC)[N+](=O)[O-] trifluoromethyl-nitropropane